FC1=C(C=CC(=C1)F)C(=O)C1=CNC=2N=C(N=C(C21)NC2CCC(CC2)CO)NC2=CC=C(C=C2)N2CCOCC2 (2,4-Difluorophenyl)(4-(((1r,4r)-4-(hydroxymethyl)cyclohexyl)amino)-2-((4-morpholinophenyl)amino)-7H-pyrrolo[2,3-d]pyrimidin-5-yl)methanone